2-{[4-[4-(3-Methoxy-pyrazin-2-yl)-piperidin-1-yl]-2-(1-methyl-cyclopropyl)-quinazolin-6-yl]-methyl-amino}-ethanol COC=1C(=NC=CN1)C1CCN(CC1)C1=NC(=NC2=CC=C(C=C12)N(CCO)C)C1(CC1)C